tert-butyl 3-ethynyl-3-fluoropyrrolidine-1-carboxylate C(#C)C1(CN(CC1)C(=O)OC(C)(C)C)F